tert-butyl (3R,4R)-4-[4-[3-(2,6-dibenzyloxy-3-pyridyl)-5-fluoro-1-methyl-indazol-6-yl]-3,6-dihydro-2H-pyridine-1-carbonyl]-3-methyl-piperidine-1-carboxylate C(C1=CC=CC=C1)OC1=NC(=CC=C1C1=NN(C2=CC(=C(C=C12)F)C=1CCN(CC1)C(=O)[C@H]1[C@H](CN(CC1)C(=O)OC(C)(C)C)C)C)OCC1=CC=CC=C1